ClC=1C=2N(C=C(N1)Cl)N=CC2 4,6-dichloropyrazolo[1,5-a]pyrazine